1-(1,1-dioxo-hexahydro-1λ6-thiopyran-4-yl)-3-(2-fluoro-4-{4-[4-(2,2,2-trifluoro-1-hydroxy-1-trifluoromethyl-ethyl)benzyl]piperazine-1-carbonyl}phenyl)urea O=S1(CCC(CC1)NC(=O)NC1=C(C=C(C=C1)C(=O)N1CCN(CC1)CC1=CC=C(C=C1)C(C(F)(F)F)(C(F)(F)F)O)F)=O